ClC1=NC=CC2=C1[C@H](CC[C@]21NCOC1)O (5S,8S)-1-chloro-8-hydroxy-7,8-dihydro-6H-spiro[isoquinoline-5,4'-oxazolidine]